3,4-difluorotrifluoromethyl-benzene FC=1C=C(C=CC1F)C(F)(F)F